C[C@@]1(C[C@@H]2N(C=3C=CC=CC3N(C2)C2=CC=C(C=C2)C(F)(F)F)CC1)C(=O)O (trans)-8-methyl-5-(4-(trifluoromethyl)phenyl)-6,6a,7,8,9,10-hexahydro-5H-pyrido[1,2-a]quinoxaline-8-carboxylic acid